(2E)-N-(2-fluoro-4-(morpholin-4-ylmethyl)phenyl)-3-(4-(1-methyl-1H-pyrazol-4-yl)pyridin-3-yl)acrylamide FC1=C(C=CC(=C1)CN1CCOCC1)NC(\C=C\C=1C=NC=CC1C=1C=NN(C1)C)=O